N,N'-(2,2'-dimethyl-[1,1'-biphenyl]-3,3'-diyl)bis(4-methyl-5-(morpholinomethyl)picolinamide) CC1=C(C=CC=C1NC(C1=NC=C(C(=C1)C)CN1CCOCC1)=O)C1=C(C(=CC=C1)NC(C1=NC=C(C(=C1)C)CN1CCOCC1)=O)C